1-Boc-4-piperidinemethanal C(=O)(OC(C)(C)C)N1CCC(CC1)C=O